(3S,4S)-8-(6-((2-amino-3-chloropyridin-4-yl)thio)pyrido[2,3-b]pyrazin-2-yl)-3-methyl-2-oxa-8-azaspiro[4.5]decan-4-amine NC1=NC=CC(=C1Cl)SC=1C=CC=2C(=NC=C(N2)N2CCC3([C@@H]([C@@H](OC3)C)N)CC2)N1